C(C)C1=C(C(=O)N2CCC(CC2)C2=C(C#N)C=CC=C2)C=C(C(=C1)C)C1=NN=C(N1)COC (1-(2-ethyl-5-(5-(methoxymethyl)-4H-1,2,4-triazol-3-yl)-4-methylbenzoyl)piperidin-4-yl)benzonitrile